2-(4-Bromophenyl)-11-(3-phenylpropyl)-11H-imidazo[1',2':1,2]pyrido[3,4-b]indole BrC1=CC=C(C=C1)C=1N=C2N(C=CC3=C2N(C2=CC=CC=C32)CCCC3=CC=CC=C3)C1